CC=1N(C=CN1)C(C)C 2-methyl-1-(1-methylethyl)-1H-imidazol